CC=1C=C(C=NC1C)N1C(N([C@H](C1)C#N)C1=CN=CC2=CC=CC=C12)=O (R)-1-(5,6-dimethylpyridin-3-yl)-3-(isoquinolin-4-yl)-2-oxoimidazoline-4-carbonitrile